N1CNC2=C1C=CC=C2 2,3-dihydro-1H-benzo[d]imidazole